4-(2-hydroxy-3-(8-methyl-1,3,4,5-tetrahydro-2H-pyrido[4,3-b]indol-2-yl)propoxy)benzoic acid OC(COC1=CC=C(C(=O)O)C=C1)CN1CC2=C(NC=3C=CC(=CC23)C)CC1